ureido-acrylate N(C(=O)N)C(C(=O)[O-])=C